C(C1=CC=CC=C1)OC=1C(=NC=C(C1)Cl)C#CC(C)O 4-(3-(benzyloxy)-5-chloropyridin-2-yl)but-3-yn-2-ol